4-phenylnaphtho[2,3-b]benzofuran C1(=CC=CC=C1)C1=CC=CC=2C3=C(OC21)C=C2C=CC=CC2=C3